NCCS(=O)(=O)OCC(CCCCCCC\C=C/CCCCCCCC)=O.[Na] sodium oleoylmethyl taurate